CC1=CC=2C(=C3CCCC3=CC2C1)C=1C2=CC=CC=C2C=C2C=CC=CC12 9-(6-methyl-1,2,3,7-tetrahydro-s-indacen-4-yl)anthracene